4-oxo-3-(1-(2,2,3,3,3-pentafluoropropyl)-1H-pyrazol-4-yl)-2-(trifluoromethyl)-4H-pyrido[1,2-a]pyrimidine-8-carbaldehyde O=C1C(=C(N=C2N1C=CC(=C2)C=O)C(F)(F)F)C=2C=NN(C2)CC(C(F)(F)F)(F)F